N-(2-(5-((4-(4-((4-aminobut-2-yn-1-yl)oxy)-6-methylpyrimidin-2-yl)piperazin-1-yl)sulfonyl)-2,3-dihydro-1H-pyrrolo[3,2-b]pyridine-1-carbonyl)phenyl)-N-methylmethanesulfonamide NCC#CCOC1=NC(=NC(=C1)C)N1CCN(CC1)S(=O)(=O)C1=CC=C2C(=N1)CCN2C(=O)C2=C(C=CC=C2)N(S(=O)(=O)C)C